C1(CC1)NC(C([C@H](C[C@H]1C(N[C@@H](C1)C)=O)NC(=O)C1=C(C=C(C(=C1)F)F)NC(=O)C1=CC(=NC=C1)C(F)(F)F)=O)=O N-[2-[[(1S)-3-(cyclopropylamino)-1-[[(3S,5R)-5-methyl-2-oxo-pyrrolidin-3-yl]methyl]-2,3-dioxo-propyl]carbamoyl]-4,5-difluoro-phenyl]-2-(trifluoromethyl)pyridine-4-carboxamide